4-((6-chloroquinolin-2-yl)thio)-1H-1,2,3-triazole ClC=1C=C2C=CC(=NC2=CC1)SC=1N=NNC1